CC1=C(C2=C(C(=CO2)CC(=O)NC2=NNC(=C2)C(F)(F)F)C=C1)C 2-(6,7-dimethylbenzofuran-3-yl)-N-(5-(trifluoromethyl)-1H-pyrazol-3-yl)acetamide